2-({2-Chloro-4-fluoro-5-[3-methyl-2,6-dioxo-4-(trifluoromethyl)-3,6-dihydropyrimidin-1(2H)-yl]phenyl}sulfanyl)-3-methyl-N-(tetrahydrofuran-2-ylmethyl)butanamid ClC1=C(C=C(C(=C1)F)N1C(N(C(=CC1=O)C(F)(F)F)C)=O)SC(C(=O)NCC1OCCC1)C(C)C